COC(CCCCCC)CCCCCCCC 7-methoxypentadecane